S(=O)(=O)(O)C(CNC(CC)N)C N-(2-sulfo)propylpropanediamine